NC=1C2=C(N=CN1)N(C(=C2C2=CC(=C(C=C2)OC2=NC=CC(=N2)C)F)C=2C(=CC(=NC2)Cl)CCC(=O)OC)COCC[Si](C)(C)C methyl 3-[5-(4-amino-5-{3-fluoro-4-[(4-methylpyrimidin-2-yl)oxy] phenyl}-7-{[2-(trimethylsilyl)ethoxy] methyl}-7H-pyrrolo[2,3-d]pyrimidin-6-yl)-2-chloropyridin-4-yl]propanoate